indoline-5-carboxamide hydrochloride Cl.N1CCC2=CC(=CC=C12)C(=O)N